C(C)(C)(C)SC=1C(=C(N)C=CC1)Cl 3-(tert-butylmercapto)-2-Chloroaniline